COC1=C2C=C(NC2=CC=C1)C(=O)N[C@H](C(=O)N[C@H](C(=O)OC)CC=1C=NC=CC1)CC(C)C (S)-methyl 2-((S)-2-(4-methoxy-1H-indole-2-carboxamido)-4-methylpentanamido)-3-(pyridine-3-yl)propanoate